4-(5-(2-chloro-5-(trifluoromethyl)phenyl)Oxazol-2-yl)benzoic acid ClC1=C(C=C(C=C1)C(F)(F)F)C1=CN=C(O1)C1=CC=C(C(=O)O)C=C1